(±)-trans-tert-butyl-3-hydroxy-4-((5-isopropoxypyridin-2-yl) oxy)piperidine-1-carboxylate C(C)(C)(C)OC(=O)N1C[C@H]([C@@H](CC1)OC1=NC=C(C=C1)OC(C)C)O |r|